6-[8-(1,3-benzothiazol-2-ylcarbamoyl)-3,4-dihydroisoquinolin-2(1H)-yl]-3-[1-(cyclohexylmethyl)-5-ethyl-1H-pyrazol-4-yl]pyridine-2-carboxylic acid S1C(=NC2=C1C=CC=C2)NC(=O)C=2C=CC=C1CCN(CC21)C2=CC=C(C(=N2)C(=O)O)C=2C=NN(C2CC)CC2CCCCC2